COC(=O)[C@H]1[C@H]2CN([C@@H](C1)CC2)C2=NC=C(C=C2)N2N=C(C1=CC=CC(=C21)C)I (1R,4S,5R)-2-[5-(3-iodo-7-methyl-1H-indazol-1-yl)pyridin-2-yl]-2-azabicyclo[2.2.2]octane-5-carboxylic acid methyl ester